ClC1=NC=C(C(=C1)N1CCN(CC1)S(=O)(=O)CC)C#CC=1C=NN(C1)C (2-chloro-5-((1-methyl-1H-pyrazol-4-yl)ethynyl)pyridin-4-yl)-4-(ethylsulfonyl)piperazine